4-bromo-5-(4-{[(4-chloro-benzyl)-cyclopropylmethyl-amino]-methyl}-piperidin-1-yl)-benzofuran-2-carboxylic acid BrC1=C(C=CC2=C1C=C(O2)C(=O)O)N2CCC(CC2)CN(CC2CC2)CC2=CC=C(C=C2)Cl